2-[2-[[tert-butyl(dimethyl)silyl]oxymethyl]-5-nitro-phenyl]ethanol [Si](C)(C)(C(C)(C)C)OCC1=C(C=C(C=C1)[N+](=O)[O-])CCO